5'-Bromospiro[cyclobutane-1,3'-indole]-2'-one BrC=1C=C2C3(C(NC2=CC1)=O)CCC3